tert-butyl 6-(6-(2,4-dimethoxypyrimidin-5-yl)imidazo[1,2-b]pyridazin-8-yl)-1,6-diazaspiro[3.4]octane-1-carboxylate COC1=NC=C(C(=N1)OC)C=1C=C(C=2N(N1)C=CN2)N2CC1(CCN1C(=O)OC(C)(C)C)CC2